C(#N)C=1C=C2C(=CNC2=CC1)C=O 5-CYANOINDOLE-3-CARBOXALDEHYDE